ClC1=CC=2N(C=C1)C=NC2C(=O)NC2=C1C(NC(C1=CC=C2)=O)C2=C(C=CC=C2)C 7-Chloro-N-[3-(2-methylphenyl)-1-oxo-2,3-dihydro-1H-isoindol-4-yl]imidazo[1,5-a]pyridine-1-carboxamide